6-Bromoindole-3-carboxylic acid BrC1=CC=C2C(=CNC2=C1)C(=O)O